5-methoxy-6-[(3R)-3-methylmorpholin-4-yl]pyridine-3-carbaldehyde COC=1C=C(C=NC1N1[C@@H](COCC1)C)C=O